3-Phenyl-2-propenaldehyde C1(=CC=CC=C1)C=CC=O